cis-2,3,4-trimethylpiperazine hydrochloride Cl.C[C@@H]1NCCN([C@@H]1C)C